CC=1SC=CC1.[Li] lithium 2-methylthiophene